OCC(CP(OCC)(OCC)=O)CP(OCC)(OCC)=O tetraethyl (2-(hydroxymethyl) propane-1,3-diyl)bis(phosphonate)